Fluorenylmethoxycarbonyl-L-leucine C1(=CC=CC=2C3=CC=CC=C3CC12)COC(=O)N[C@@H](CC(C)C)C(=O)O